4-isopropyl-1,2,3-thiadiazole C(C)(C)C=1N=NSC1